N,N-diethyl-aminopropyl-methyldimethoxysilane [2-(2-chloro-2-oxo-ethyl)phenyl]propanoate ClC(CC1=C(C=CC=C1)OC(CC)=O)=O.C(C)N(CC)CCC[Si](OC)(OC)C